N[C@H](C(O)C1=C(C2=NC(=CC(=C2S1)NCC=1SC=CN1)Cl)Br)C (2s)-2-amino-1-(3-bromo-5-chloro-7-{[(1,3-thiazol-2-yl)methyl]amino}thieno[3,2-b]pyridin-2-yl)propan-1-ol